(3H3)Methyl 1-[6-fluoro-5-(5-hydroxy-1H-indol-2-yl)pyridin-2-yl]azetidine-3-carboxylate FC1=C(C=CC(=N1)N1CC(C1)C(=O)OC([3H])([3H])[3H])C=1NC2=CC=C(C=C2C1)O